2-(4-cyano-2-methoxy-phenoxy)-N-(3-pyridinyl)-5-(trifluoromethyl)pyridine-3-carboxamide C(#N)C1=CC(=C(OC2=NC=C(C=C2C(=O)NC=2C=NC=CC2)C(F)(F)F)C=C1)OC